(bis(6-Methylpyridin-2-yl)methylene)-4-hydroxy-3-methoxybenzohydrazide CC1=CC=CC(=N1)C(C1=NC(=CC=C1)C)=NNC(C1=CC(=C(C=C1)O)OC)=O